(S)-5-(3,5-difluorophenyl)-2-((1R,3S)-3-(2-(3-methyl-1H-1,2,4-triazol-1-yl)pyrimidin-4-yl)cyclobutyl)-2,5,6,7-tetrahydro-3H-pyrrolo[2,1-c][1,2,4]triazol-3-one FC=1C=C(C=C(C1)F)[C@@H]1CCC2=NN(C(N21)=O)C2CC(C2)C2=NC(=NC=C2)N2N=C(N=C2)C